2-(7-(Isopropylamino)-4-(4-methoxybenzyl)-5-oxo-4,5-dihydrothieno[3,2-b]pyridine-6-yl)-1-((trifluoromethyl)sulfonyl)-5,6,8,9-tetrahydroimidazo[4',5':4,5]benzo[1,2-d]azepine C(C)(C)NC=1C2=C(N(C(C1C=1N(C=3C(=CC4=C(CCNCC4)C3)N1)S(=O)(=O)C(F)(F)F)=O)CC1=CC=C(C=C1)OC)C=CS2